O=C(C(=O)O)NC1=CC=C(C=C1)C1CCOCC1 2-oxo-2-((4-(tetrahydro-2H-pyran-4-yl)phenyl)amino)acetic acid